4-{(1S,2S)-2-[5-(3-fluorophenyl)-1,3-thiazol-2-yl]cyclopropyl}benzenesulfonamide FC=1C=C(C=CC1)C1=CN=C(S1)[C@@H]1[C@H](C1)C1=CC=C(C=C1)S(=O)(=O)N